lithium nickel cobalt-manganese [Mn].[Co].[Ni].[Li]